NC1=C2C(=NC=N1)N(N=C2C2=CC=C(CNC(C1=C(C=CC(=C1)F)OC)=O)C=C2)C[C@H]2N(C[C@H](C2)O)C(=O)N2N=CN=C2 N-(4-(4-amino-1-(((2S,4S)-4-hydroxy-1-(1H-1,2,4-triazole-1-carbonyl)pyrrolidin-2-yl)methyl)-1H-pyrazolo[3,4-d]pyrimidin-3-yl)benzyl)-5-fluoro-2-methoxybenzamide